ClC1=C(C=CC=C1)C1=C(C2=C(N=C(N=C2)NC2=CC=C(C=C2)N2CCN(CC2)C)N(C1=O)C)C#C 6-(2-chlorophenyl)-5-ethynyl-8-methyl-2-{[4-(4-methylpiperazin-1-yl)phenyl]amino}pyrido[2,3-d]pyrimidin-7-one